O[C@H]1CN(CC[C@H]1NC1=NC=C(C=C1)C(F)(F)F)S(=O)(=O)C1=CC=C(C=C1)C1=C(C(=NC=C1)C(=O)N)C 4-(4-(((3S,4R)-3-Hydroxy-4-((5-(trifluoromethyl)pyridin-2-yl)amino)piperidin-1-yl)sulfonyl)phenyl)-3-methylpicolinamide